C(CC(O)(C(=O)O)CC(=O)O)(=O)O.CC=1C=C(SC1C)CC[C@@]1(CN(CC1)C(C)(C)C=1C=CC(=NC1)C)COCC |o1:22| (R or S)-5-(2-(3-(2-(4,5-dimethylthiophen-2-yl)ethyl)-3-(ethoxy-methyl)pyrrolidin-1-yl)propan-2-yl)-2-methylpyridine citrate